Isopropyl (3-methyl-5-phenylpyrazin-2-yl)phenylalaninate CC=1C(=NC=C(N1)C1=CC=CC=C1)N[C@@H](CC1=CC=CC=C1)C(=O)OC(C)C